BrC1=C(C(=O)OC)C=C(C=C1)OC(F)(F)F methyl 2-bromo-5-(trifluorometh-oxy)benzoate